C12(CC3CC(CC(C1)C3)C2)C2=CC=C(CN3CCN(CC3)CC=3C=C1CN(C(C1=CC3)=O)C3C(NC(CC3)=O)=O)C=C2 3-(5-((4-(4-((3r,5r,7r)-adamantan-1-yl)benzyl)piperazin-1-yl)methyl)-1-oxoisoindolin-2-yl)piperidine-2,6-dione